C(C)OC1=NC=CC2=C1SC(=N2)NC(=O)C2CC(C2)NC2=NC=CC1=CC=C(C=C21)C2=NOC(=N2)C (1s,3s)-N-{4-ethoxy-[1,3]thiazolo[5,4-c]pyridin-2-yl}-3-{[7-(5-methyl-1,2,4-oxadiazol-3-yl)isoquinolin-1-yl]amino}cyclobutane-1-carboxamide